ClC1=C(C(=C(C=C1OC)OC)Cl)C1=NC=C2C=C(N=CC2=C1)N[C@H]1[C@H](COC1)NC(C=C)=O N-((3R,4S)-4-((7-(2,6-dichloro-3,5-dimethoxyphenyl)-2,6-naphthyridin-3-yl)amino)tetrahydrofuran-3-yl)acrylamide